6-((1S,2S)-2-fluorocyclopropane-1-carboxamido)-4-((3-(5-fluoropyrimidin-2-yl)-2-methoxyphenyl)amino)-N-(methyl-d3)pyridazine-3-carboxamide F[C@@H]1[C@@H](C1)C(=O)NC1=CC(=C(N=N1)C(=O)NC([2H])([2H])[2H])NC1=C(C(=CC=C1)C1=NC=C(C=N1)F)OC